ortho-fluorobenzyl-amine FC1=C(CN)C=CC=C1